2-benzyl-6-chloro-4-methyl-3,4-dihydro-1H-2,7-naphthyridine C(C1=CC=CC=C1)N1CC2=CN=C(C=C2C(C1)C)Cl